dodecylmethane C(CCCCCCCCCCC)C